NC=1N=CC(=NC1)CN1CCC2=CC=C(C=C12)C(=O)NC1=CC(=C(C=C1)CN1CCN(CC1)C)C(F)(F)F 1-((5-aminopyrazin-2-yl)methyl)-N-(4-((4-methylpiperazin-1-yl)methyl)-3-(trifluoromethyl)phenyl)indoline-6-carboxamide